N1=C(NC2=C1C=CC=C2)NC(OC)=O methyl 2-benzimidazolylcarbamate